C(C1=C(C(=CC(=C1)C)C(C)(C)C)O)C1=C(C(=CC(=C1)C)C(C)(C)C)O 2,2'-methylen-bis-(4-methyl-6-tertbutylphenol)